C(C)(C)(C)OC(=O)N1CC2=C(C3=C(N=CN=C3N)N2CC1)C1=CC(=C(C=C1)OC1=NC=CC(=N1)C)F 4-amino-5-(3-fluoro-4-((4-methylpyrimidin-2-yl)oxy)phenyl)-8,9-dihydropyrazino[1',2':1,5]pyrrolo[2,3-d]pyrimidine-7(6H)-carboxylic acid tert-butyl ester